C(C)(C)(C)OC(=O)N1CCC(CC1)C1=CC=C(C=C1)N tert-butyl-4-(4-aminophenyl)piperidine-1-carboxylate